[Si](C)(C)(C(C)(C)C)OCCN1C(C(CC1)C)=O 1-(2-((tert-butyldimethylsilyl)oxy)ethyl)-methylpyrrolidin-2-one